6-(difluoromethoxy)pyridine-2-carboxylic acid FC(OC1=CC=CC(=N1)C(=O)O)F